1-(1-(1-((1-(4-(1-(3-Amino-6-(2-hydroxyphenyl)pyridazin-4-yl)piperidin-3-yl)benzoyl)-4-fluoropiperidin-4-yl)methyl)piperidin-4-yl)-3-cyclopropyl-1H-indol-5-yl)dihydropyrimidine NC=1N=NC(=CC1N1CC(CCC1)C1=CC=C(C(=O)N2CCC(CC2)(F)CN2CCC(CC2)N2C=C(C3=CC(=CC=C23)N2CNCC=C2)C2CC2)C=C1)C1=C(C=CC=C1)O